N1CC(C1)C=1C=NC=CC1OC(C)C 3-(azetidin-3-yl)-4-isopropoxypyridine